CN1C(N(C2=C1C=C(C=C2)C2BOOC2)C2C(NC(CC2)=O)=O)=O 3-(3-methyl-2-oxo-5-(4,5-dioxaborolan-2-yl)-2,3-dihydro-1H-benzo[d]imidazol-1-yl)piperidine-2,6-dione